(S)-N-((S)-3-(dimethylamino)-3-(thiophen-3-yl)propyl)-3-phenylpyrrolidine-1-carboxamide CN([C@@H](CCNC(=O)N1C[C@@H](CC1)C1=CC=CC=C1)C1=CSC=C1)C